FC(CC=O)(F)F 3,3,3-trifluoro-propanal